C(CC)OC(CCC=O)=O propyl-4-oxobutyrate